3-(4-chlorophenyl)-[1,2']binaphthyl ClC1=CC=C(C=C1)C=1C=C(C2=CC=CC=C2C1)C1=CC2=CC=CC=C2C=C1